3-(3-cyano-6-(1-methyl-1H-pyrazol-4-yl)pyrazolo[1,5-a]Pyridin-4-yl)pyrrolidine-1-carboxylic acid tert-butyl ester C(C)(C)(C)OC(=O)N1CC(CC1)C=1C=2N(C=C(C1)C=1C=NN(C1)C)N=CC2C#N